C(C1=CC=CC=C1)OC(=O)N1CCN(CC1)C1CNC1 4-(azetidin-3-yl)piperazine-1-carboxylic acid benzyl ester